2,2'-((2-(3-(octadecyloxy)-5-pentadecylphenoxy)ethyl)azanediyl)bis(ethan-1-ol) C(CCCCCCCCCCCCCCCCC)OC=1C=C(OCCN(CCO)CCO)C=C(C1)CCCCCCCCCCCCCCC